FC(S(=O)(=O)NC1=CC(=C(C=C1)C1=NN(C(=C1C(=O)N)NC1=NC=CC=C1)COCC[Si](C)(C)C)O[C@@H](C)C1=CC=C(C=C1)F)F 3-[4-(difluoromethanesulfonamido)-2-[(1S)-1-(4-fluorophenyl)ethoxy]phenyl]-5-[(pyridin-2-yl)amino]-1-{[2-(trimethylsilyl)ethoxy]methyl}-1H-pyrazole-4-carboxamide